methyl (3S,4S)-4-(difluoromethyl)-3-methylpiperidine-3-carboxylate FC([C@@H]1[C@@](CNCC1)(C(=O)OC)C)F